N-(6-(4-(quinolin-5-ylmethyl)morpholin-2-yl)pyridin-2-yl)pyrazin-2-amine N1=CC=CC2=C(C=CC=C12)CN1CC(OCC1)C1=CC=CC(=N1)NC1=NC=CN=C1